1-((5,6-bis(benzyloxy)pyrimidin-4-yl)methyl)-4-(4-((4-(morpholinylmethyl)phenyl)ethynyl)phenyl)imidazoline C(C1=CC=CC=C1)OC=1C(=NC=NC1OCC1=CC=CC=C1)CN1C=NC(C1)C1=CC=C(C=C1)C#CC1=CC=C(C=C1)CN1CCOCC1